methyl (2R,3S,5R)-3-((N,N-dimethylsulfamoyl)amino)-5-methyl-2-(((6-(pyridin-2-yl)bicyclo[4.1.0]heptan-3-yl)oxy)methyl)pyrrolidine-1-carboxylate CN(S(=O)(=O)N[C@@H]1[C@@H](N([C@@H](C1)C)C(=O)OC)COC1CC2CC2(CC1)C1=NC=CC=C1)C